1-(4-chlorophenyl)-N-(6-methylazepan-3-yl)cyclopropane-1-carboxamide HCl salt Cl.ClC1=CC=C(C=C1)C1(CC1)C(=O)NC1CNCC(CC1)C